4-(3-bromo-1H-1,2,4-triazol-5-yl)-4-(3,4-difluorophenoxy)butan-1-ol BrC1=NNC(=N1)C(CCCO)OC1=CC(=C(C=C1)F)F